C(CCCCCCC\C=C/CCCCCCCC)OC(CN(C(CCOCCOCCOCCOCCO)=O)CCCCCCCC)COCCCCCCCC\C=C/CCCCCCCC N-[2,3-bis[(Z)-octadec-9-enoxy]propyl]-3-[2-[2-[2-(2-hydroxyethoxy)ethoxy]ethoxy]ethoxy]-N-octylpropanamide